furandiformaldehyde O1C(=C(C=C1)C=O)C=O